O(C1=CC=CC=C1)C1=CC=C(C=C1)C=1N=C2N(NCCC2C2CCN(CC2)C(C#C)=O)C1C(=O)N 2-(4-phenoxyphenyl)-8-(1-propynoylpiperidin-4-yl)-5,6,7,8-tetrahydroimidazo[1,2-b]pyridazine-3-carboxamide